CC(CC=O)(C)NC1=CC=CC=C1 3-METHYL-3-PHENYLAMINO-BUTYRALDEHYDE